(2R,3S,4S)-2-{[4-(2,2-difluoro-1,3-dihydroinden-5-yl)phenyl]methyl}-4-hydroxypyrrolidin-3-yl N-(1,2,3,4-tetrahydroisoquinolin-6-ylmethyl)carbamate C1NCCC2=CC(=CC=C12)CNC(O[C@H]1[C@H](NC[C@@H]1O)CC1=CC=C(C=C1)C=1C=C2CC(CC2=CC1)(F)F)=O